(S)-1-(4-(3-((1r,3R,5S,7S)-3,5-dimethyladamantan-1-yl)ureido)-3-fluorobenzyl)-N-(2-Hydroxyethyl)piperidine-3-carboxamide C[C@]12CC3(CC(C[C@@](C1)(C3)C)C2)NC(NC2=C(C=C(CN3C[C@H](CCC3)C(=O)NCCO)C=C2)F)=O